tert-butyl 2-methyl-4-(7-methyl-[1,2,4]triazolo[1,5-a]pyridin-6-yl)piperidine-1-carboxylate CC1N(CCC(C1)C=1C(=CC=2N(C1)N=CN2)C)C(=O)OC(C)(C)C